C(#N)C1=CC=C(C=C1)N1C(N(CC1)CC1=CC(=C(OC(C(=O)O)(C)C)C(=C1)C)C)=O 2-(4-((3-(4-Cyanophenyl)-2-oxoimidazolin-1-yl)methyl)-2,6-dimethylphenoxy)-2-methylpropanoic acid